(S)-1-(2-chloro-6-fluorobenzyl)-N-(4-fluoro-2-hydroxybenzyl)-3,4-dimethyl-2-oxo-1,2,3,4-tetrahydroquinazoline-7-carboxamide ClC1=C(CN2C(N([C@H](C3=CC=C(C=C23)C(=O)NCC2=C(C=C(C=C2)F)O)C)C)=O)C(=CC=C1)F